tert-Butyl (4-(4,4,5,5-tetramethyl-1,3,2-dioxaborolan-2-yl)cyclohex-3-en-1-yl)carbamate CC1(OB(OC1(C)C)C1=CCC(CC1)NC(OC(C)(C)C)=O)C